ClC=1C(=C(CNC(=O)C=2C(C(=C3N([C@@H]4CCC5=C(N(C3=O)C4)C=C(C=C5)F)C2)O)=O)C=CC1F)F (12R)-N-(3-chloro-2,4-difluorobenzyl)-3-fluoro-7-hydroxy-6,8-dioxo-6,8,13,14-tetrahydro-12H-5,12-methanobenzo[e]pyrido[1,2-a][1,4]diazonine-9-carboxamide